diethyl 2-(3-benzyloxypropyl)-2-methyl-malonate C(C1=CC=CC=C1)OCCCC(C(=O)OCC)(C(=O)OCC)C